5-bromo-1-methyl-1,3-dihydro-2λ6-benzo[c][1,2]thiazole-2,2-dione BrC1=CC2=C(N(S(C2)(=O)=O)C)C=C1